benzyl N-methyl-N-{[2-(5-{1-[(2-methylpropane-2-sulfinyl)amino] ethyl}thiophen-2-yl)phenyl]methyl}carbamate CN(C(OCC1=CC=CC=C1)=O)CC1=C(C=CC=C1)C=1SC(=CC1)C(C)NS(=O)C(C)(C)C